6-ethylpyridazin-3(2H)-one C(C)C=1C=CC(NN1)=O